5-((4-fluoro-2-methylphenyl)-amino)-2-(tri-fluoromethyl)-isonicotinic acid FC1=CC(=C(C=C1)NC1=CN=C(C=C1C(=O)O)C(F)(F)F)C